ClC1=C(C=C2C(=C(N(C2=C1F)C)C1=NNC(=N1)C(C)=O)N1C=NC=C1)OC 1-(3-(6-chloro-7-fluoro-3-(1H-imidazol-1-yl)-5-methoxy-1-methyl-1H-indol-2-yl)-1H-1,2,4-triazol-5-yl)ethan-1-one